CN1N=CC=C1C1=NN=C(O1)C(=O)N1[C@H](C2=C(CC1)NC=N2)C2=NN1C(C(=CC=C1)C)=C2 (R)-(5-(1-methyl-1H-pyrazol-5-yl)-1,3,4-oxadiazol-2-yl)(4-(4-methylpyrazolo[1,5-a]pyridin-2-yl)-6,7-dihydro-1H-imidazo[4,5-c]pyridin-5(4H)-yl)methanone